S1C=C(C=C1)C1=CC=CC(=N1)/C=C/C(=O)C1=C(C=C(C=C1OC)OC)OC (E)-3-(6-(thiophen-3-yl)pyridin-2-yl)-1-(2,4,6-trimethoxyphenyl)prop-2-en-1-one